OC1(CCC(CC1)NC(=O)C1C[C@H]2CC[C@@H](C1)N2)C(F)(F)F (1R,3S,5S)-N-[(1r,4r)-4-hydroxy-4-(trifluoromethyl)cyclohexyl]-8-azabicyclo[3.2.1]Octane-3-carboxamide